3-Methoxy-7-{3-[1-(2-methoxy-2-methylpropyl)-1H-pyrazol-4-yl]-5,6-dimethylpyridin-2-yl}cinnolin COC=1N=NC2=CC(=CC=C2C1)C1=NC(=C(C=C1C=1C=NN(C1)CC(C)(C)OC)C)C